2-bromothiochromeno[4,3,2-de]Quinoline BrC=1N=C2C=CC=C3C2=C(C1)C=1C=CC=CC1S3